2-(4-chloro-2-fluorobenzyl)-5-fluoro-4-(piperidin-4-yloxy)pyrimidine TFA salt OC(=O)C(F)(F)F.ClC1=CC(=C(CC2=NC=C(C(=N2)OC2CCNCC2)F)C=C1)F